ClC1=C(N2CCCC2=C1C(=O)NC1=CC(=C(C=C1)F)C)C(C(=O)N[C@H](C(C)C)C1=NC(=NO1)C)=O (R)-6-chloro-N-(4-fluoro-3-methylphenyl)-5-(2-((2-methyl-1-(3-methyl-1,2,4-oxadiazol-5-yl)propyl)amino)-2-oxoacetyl)-2,3-dihydro-1H-pyrrolizine-7-carboxamide